[(3-fluorophenyl)methyl]carbamate FC=1C=C(C=CC1)CNC([O-])=O